FC(C(=O)O)(F)F.N[C@@]1(CN(C[C@H]1CCCB(O)O)C(NC(N)=N)=O)C(=O)O |r| (racemic)-trans-3-amino-4-(3-boronopropyl)-1-(carbamimidoylcarbamoyl)pyrrolidine-3-carboxylic acid, 2,2,2-trifluoroacetic acid salt